4,5-dimethyl-2-cyclohexenone CC1C=CC(CC1C)=O